C1(=C2C=C3C(=CC=C4C=5C=CC=CC5C=C34)C2=CC=C1N)N Indenofluorendiamin